bis{4-(naphthalen-1-yl)phenyl}-(1,1':2',1'':4'',1'''-quaterphenyl-5'-yl)amine C1(=CC=CC2=CC=CC=C12)C1=CC=C(C=C1)N(C1=CC=C(C(=C1)C1=CC=CC=C1)C1=CC=C(C=C1)C1=CC=CC=C1)C1=CC=C(C=C1)C1=CC=CC2=CC=CC=C12